OC(CC(=O)[O-])(C)C BETA-HYDROXY-BETA-METHYLBUTYRAT